C(=O)(O)[C@H](CC(=O)N1CC2=C(C(=C(C(=C2C1)F)OCCCOC=1C=C2CN(CC2=CC1OC)C(C[C@@H](C(=O)O)C)=O)OC)F)C (S)-4-(5-(3-((2-((S)-3-carboxybutanoyl)-4,7-difluoro-6-methoxyisoindolin-5-yl)oxy)propoxy)-6-methoxyisoindolin-2-yl)-2-methyl-4-oxobutanoic acid